[Li+].S(=O)(=O)([O-])C(C(=O)OCCCCCCCCCCCCCC)CC(=O)OCCCCCCCCCCCCCC ditetradecyl sulfosuccinate lithium salt